ClC1=CC=C(C=C1)CCCC(=O)NCCC1=CC(=C(C=C1)O)O 4-(4-chlorophenyl)-N-[2-(3,4-dihydroxyphenyl)ethyl]butanamide